5-bromo-3-[3-[[ethyl(methyl)sulfamoyl]amino]-2,6-difluoro-benzoyl]-1H-pyrrolo[2,3-b]pyridine BrC=1C=C2C(=NC1)NC=C2C(C2=C(C(=CC=C2F)NS(N(C)CC)(=O)=O)F)=O